5-{6-[2-(6-Fluoro-4-methoxy-2-methyl-indol-1-yl)-ethylamino]-pyrimidin-4-yl}-3-trifluoromethyl-thiophene-2-carboxylic acid FC1=CC(=C2C=C(N(C2=C1)CCNC1=CC(=NC=N1)C1=CC(=C(S1)C(=O)O)C(F)(F)F)C)OC